serinamide N[C@@H](CO)C(=O)N